FC1=C(C=CC(=C1)F)C1=CC2(CN(C2)C(=O)C=2C=C3CN(C(C3=CC2)=O)C2C(NC(CC2)=O)=O)C1 3-(5-(6-(2,4-difluorophenyl)-2-azaspiro[3.3]hept-5-ene-2-carbonyl)-1-oxoisoindolin-2-yl)piperidine-2,6-dione